5-(3,4,6,7,8,8a-Hexahydro-1H-pyrrolo[1,2-a]pyrazin-2-yl)-N-[(1R)-1-[3-(1,3-dimethylpyrazol-4-yl)-5-methoxy-phenyl]ethyl]-2-methyl-benzamide C1C2N(CCN1C=1C=CC(=C(C(=O)N[C@H](C)C3=CC(=CC(=C3)OC)C=3C(=NN(C3)C)C)C1)C)CCC2